C(C)(C)(C)OC(=O)N1CCN(CC1)CC1=CC=C2C(=N1)SC(=C2)C(=O)O 6-((4-(tert-butoxycarbonyl)piperazin-1-yl)methyl)thieno[2,3-b]pyridine-2-carboxylic acid